tert-butyl 4-((4-(4'-chloro-5'-oxo-5'H-spiro[cyclohexane-1,7'-indolo[1,2-a]quinazolin]-10'-yl)piperidin-1-yl)methyl)benzoate ClC=1C=2C(N=C3N(C2C=CC1)C1=CC(=CC=C1C31CCCCC1)C1CCN(CC1)CC1=CC=C(C(=O)OC(C)(C)C)C=C1)=O